11-fluoro-2-methoxy-8H-dibenzo[3,4:6,7]cyclohepta[1,2-b]thiophen-8-ol FC1=CC2=C(C(C3=C(C4=C2SC(=C4)OC)C=CC=C3)O)C=C1